FC1=CC(=C(C=C1)S(=O)(=O)N1CC2(C1)CN(C2)C(=O)N2C[C@H](CC2)N2N=NN=C2)C(F)(F)F [2-[4-fluoro-2-(trifluoromethyl)phenyl]sulfonyl-2,6-diazaspiro[3.3]heptan-6-yl]-[(3S)-3-(tetrazol-1-yl)pyrrolidin-1-yl]methanone